2-(1,5-dimethyl-3-phenyl-1H-pyrrole-2-yl)-2-oxoacetyl chloride CN1C(=C(C=C1C)C1=CC=CC=C1)C(C(=O)Cl)=O